(3R,6S)-isobutyl 6-(4-hydroxybenzyl)-3-isopropyl-8-(naphthalen-1-ylmethyl)-4,7-dioxohexahydropyrazino[2,1-c][1,2,4]oxadiazine-1(6H)-carboxylate OC1=CC=C(C[C@H]2C(N(CC3N(O[C@@H](C(N32)=O)C(C)C)C(=O)OCC(C)C)CC3=CC=CC2=CC=CC=C32)=O)C=C1